(l)-1-hydroxybenzotriazole ON1N=NC2=C1C=CC=C2